BrC1=CN=C(C(=N1)C1=CC(=NO1)C1=CC2=C(N(N=N2)C(=O)OC(C)(C)C)C=C1)N(C(=O)OC(C)(C)C)C(=O)OC(C)(C)C tert-butyl 5-(5-(6-bromo-3-(N,N-bis(tert-butoxycarbonyl)amino)pyrazin-2-yl)isoxazol-3-yl)-1H-Benzo[d][1,2,3]triazole-1-carboxylate